2-((R)-sec-Butyl)-4-(4-(4-(4-(((2S,4R)-2-(2,4-dichlorophenyl)-2-chloromethyl-1,3-dioxolan-4-yl)methoxy)phenyl)piperazin-1-yl)phenyl)-2,4-dihydro-3H-1,2,4-triazol-3-one [C@@H](C)(CC)N1N=CN(C1=O)C1=CC=C(C=C1)N1CCN(CC1)C1=CC=C(C=C1)OC[C@H]1O[C@](OC1)(CCl)C1=C(C=C(C=C1)Cl)Cl